COC(=O)[C@@]1(CCC[C@@]2(C3=CC(=CC=C3CC[C@@H]12)OCC1=CC=CC=C1)C)C.FC1=CC=C(C=C1)C#CC1=C(C=CC=C1)OC=C 1-(4-fluorophenylethynyl)-2-(vinyloxy)benzene methyl-(1R,4aS,10aR)-6-(benzyloxy)-1,4a-dimethyl-2,3,4,9,10,10a-hexahydrophenanthrene-1-carboxylate